BrCCC(=O)NC1=CC(=C(C=C1)C)S(NCCC1=NC=CC=C1)(=O)=O 3-bromo-N-(4-methyl-3-(N-(2-(pyridin-2-yl)ethyl)sulfamoyl)phenyl)propanamide